COC(=O)C1=CC(=NC2=C(C=CC(=C12)O)C)C=1OC2=C(C1C)C=CC=C2 5-hydroxy-8-methyl-2-(3-methyl-1-benzofuran-2-yl)quinoline-4-carboxylic acid methyl ester